[Ni].[Cu]=S Copper sulfide nickel